tert-butyl 3-(5-(ethoxycarbonyl)-2-methylphenyl)pyrrolidine-1-carboxylate C(C)OC(=O)C=1C=CC(=C(C1)C1CN(CC1)C(=O)OC(C)(C)C)C